3'-(3-((S)-2-hydroxy-3-(3-(N-methylsulfamoyl)phenoxy)propylamino)-1-oxa-8-azaspiro[4.5]decan-8-ylsulfonyl)biphenyl-3-carboxylic acid O[C@@H](CNC1COC2(C1)CCN(CC2)S(=O)(=O)C=2C=C(C=CC2)C2=CC(=CC=C2)C(=O)O)COC2=CC(=CC=C2)S(NC)(=O)=O